FC=1C=C(CN2C(=NC3=NC=C(C=C32)N3C=CC=2C3=NC(=CN2)C(C)O)OC)C=CC1 1-(5-(1-(3-fluorobenzyl)-2-methoxy-1H-imidazo[4,5-b]pyridin-6-yl)-5H-pyrrolo[2,3-b]pyrazin-3-yl)ethanol